methyl-N'-Pyridylethylenediamine CN(CCN)C1=NC=CC=C1